C(NC(=O)C=1N=NC=CC1NC1=C(C=C(C=C1)C1=NN=NN1CC)OC(F)(F)F)([2H])([2H])[2H] N-(methyl-d3)-4-((4-(1-ethyl-1H-tetrazol-5-yl)-2-(trifluoromethoxy)phenyl)amino)pyridazine-3-carboxamide